C(#N)C=1C=2N(C=C(C1)C(=O)OC)C=C(N2)C methyl 8-cyano-2-methylimidazo[1,2-a]pyridine-6-carboxylate